C(#N)/N=C(\NCCCCC1CCN(CC1)C(=O)OC(C)(C)C)/NC=1C=NC=CC1 tert-butyl (E)-4-(4-(2-cyano-3-(pyridin-3-yl)guanidino)butyl)piperidine-1-carboxylate